4-[5-(2,3-dimethylimidazol-4-yl)benzimidazol-1-yl]-2,6-dimethoxy-N-(2,2,2-trifluoroethyl)benzamide sodium 3-(cycloprop-2-en-1-yl)propanoate C1(C=C1)CCC(=O)[O-].[Na+].CC1=NC=C(N1C)C1=CC2=C(N(C=N2)C2=CC(=C(C(=O)NCC(F)(F)F)C(=C2)OC)OC)C=C1